(2s,4R)-1-[(2R)-2-acetamido-3-methyl-3-(2-piperazin-1-yl-ethylsulfanyl)butanoyl]-4-hydroxy-N-[[4-(4-methylthiazol-5-yl)phenyl]methyl]pyrrolidine-2-carboxamide C(C)(=O)N[C@H](C(=O)N1[C@@H](C[C@H](C1)O)C(=O)NCC1=CC=C(C=C1)C1=C(N=CS1)C)C(C)(SCCN1CCNCC1)C